NC1=NC=CC(=N1)C1=CN(C2=NC=C(C=C21)C#CC(C)(O)C)C 4-(3-(2-Aminopyrimidin-4-yl)-1-methyl-1H-pyrrolo[2,3-b]pyridin-5-yl)-2-methylbut-3-yn-2-ol